(1R,5S)-3-(2-chloro-6-((4-methoxybenzyl)oxy)pyridin-4-yl)-8-oxa-3-azabicyclo[3.2.1]octane ClC1=NC(=CC(=C1)N1C[C@H]2CC[C@@H](C1)O2)OCC2=CC=C(C=C2)OC